CC1N(CCCC1)CCC methyl-1-propylpiperidine